BrC=1C=C(C=C(C1)Br)N(C1=CC=CC=2OC3=C(C21)C=CC=C3)C3=CC=CC=C3 N-(3,5-dibromophenyl)-N-phenyl-dibenzo[b,d]furan-1-amine